ClC=1C=C(C=C(C1)Cl)C1=CC(=CC(=N1)OC=1C=NC(=NC1)N1CCN2CCC1C2)CN2CCC(CC2)F 4-(5-((6-(3,5-dichloro-phenyl)-4-((4-fluoro-piperidin-1-yl)methyl)pyridin-2-yl)oxy)pyrimidin-2-yl)-1,4-diazabicyclo[3.2.1]octane